FC=1C(=NC=CC1)SC=1C=2N(C=C(C1)C=1C=NN(C1C)C1CCNCC1)N=CC2 4-[(3-Fluoro-2-pyridyl)sulfanyl]-6-[5-methyl-1-(4-piperidyl)pyrazol-4-yl]pyrazolo[1,5-a]pyridine